CC1=NOC(=C1C1=CC2=C(N(C(=N2)[C@@H]2CCC(N2C2=C(C=CC=C2)C)=O)[C@H]2CN(CC2)S(=O)(=O)C)C=C1)C (S)-5-(5-(3,5-dimethylisoxazol-4-yl)-1-((R)-1-(methylsulfonyl)pyrrolidin-3-yl)-1H-benzo[d]imidazol-2-yl)-1-(o-tolyl)pyrrolidin-2-one